[N+](=O)([O-])C1=CC=C(C=N1)N1CCN(CC1)C(=O)OCCCC Butyl 4-(6-Nitropyridin-3-yl)piperazine-1-carboxylate